CN([C@H](CN1C(C2=CC=CC=C2C1=O)=O)CC=1C=C2C(=NC1)NN=C2)C (S)-2-(2-(dimethylamino)-3-(1H-pyrazolo[3,4-b]pyridin-5-yl)propyl)isoindoline-1,3-dione